4-[3-({5-[(1R,4R,7R)-7-amino-2-azabicyclo[2.2.1]heptane-2-carbonyl]-2-(5-chloro-1-benzothiophen-3-yl)-7-methoxy-1H-1,3-benzodiazol-1-yl}methyl)azetidin-1-yl]pyrimidine-2-carbonitrile N[C@H]1[C@@H]2N(C[C@H]1CC2)C(=O)C2=CC1=C(N(C(=N1)C1=CSC3=C1C=C(C=C3)Cl)CC3CN(C3)C3=NC(=NC=C3)C#N)C(=C2)OC